(1-cyclohexen-1-yl)borandiol C1(=CCCCC1)B(O)O